C(C1=CC=CO1)=O R-furfural